6-((1-(Cyclopropylsulfonyl)cyclopropyl)methyl)-1-methyl-7-oxo-4,5,6,7-tetrahydro-1H-pyrazolo[3,4-c]pyridine-3-carbohydrazide C1(CC1)S(=O)(=O)C1(CC1)CN1C(C2=C(CC1)C(=NN2C)C(=O)NN)=O